FC=1C=C(CS(=O)C2=NC3=CC=CC=C3C=C2)C=C(C1)F ((3,5-difluorobenzyl)sulfinyl)quinolin